N1=NC=C(C2=CC=CC=C12)C(=O)N[C@@H](C(=O)OC(C)(C)C)C tert-butyl (2R)-2-(cinnoline-4-carbonylamino)propanoate